Methyl 1-fluoro-2-oxocyclooctane-1-carboxylate FC1(C(CCCCCC1)=O)C(=O)OC